FC1(C(N(CC1)CC1=CC=C(CN2C(NC3=C2C=CC=C3)=O)C=C1)=O)F 1-(4-((3,3-difluoro-2-oxopyrrolidin-1-yl)methyl)benzyl)-1,3-dihydro-2H-benzo[d]imidazol-2-one